ClC=1C=C(C=C2C=CC(=NC12)NC1=CC2=C(OC(O2)(F)F)C=C1)C#N 8-chloro-2-((2,2-difluorobenzo[d][1,3]dioxol-5-yl)amino)quinoline-6-carbonitrile